tert-butyl 4-([7-[(2-fluorophenyl)amino]-1,6-naphthyridin-2-yl](methyl)amino)piperidine-1-carboxylate FC1=C(C=CC=C1)NC1=NC=C2C=CC(=NC2=C1)N(C1CCN(CC1)C(=O)OC(C)(C)C)C